(R)-8-(4-carbamoyloxazol-2-yl)-4-(2-(dimethylamino)-2-oxoethyl)-N-((3-methoxypyridin-2-yl)methyl)-3-methyl-5-oxo-2,3,4,5-tetrahydrobenzofuro[2,3-f][1,4]oxazepine-3-carboxamide C(N)(=O)C=1N=C(OC1)C1=CC2=C(C=C1)C1=C(C(N([C@](CO1)(C(=O)NCC1=NC=CC=C1OC)C)CC(=O)N(C)C)=O)O2